2,4-di-tert-butyl-isopropyl-benzene C(C)(C)(C)C1=C(C=CC(=C1)C(C)(C)C)C(C)C